NC=1OC(=CN1)CCN1C(C2=CC=CC=C2C1=O)=O 2-(2-(2-aminooxazol-5-yl)ethyl)isoindoline-1,3-dione